C(C)OC(=O)C1(C(CCC1)=N[C@@H](C)C1=CC=CC=C1)CCC(=O)OCC 1-(3-ethoxy-3-oxopropyl)-2-(((S)-1-phenylethyl)imino)-cyclopentane-1-carboxylic acid ethyl ester